N-((8-hydroxy-2-methylquinolin-7-yl)(pyridin-3-yl)methyl)butyramide OC=1C(=CC=C2C=CC(=NC12)C)C(NC(CCC)=O)C=1C=NC=CC1